GLYCYLALANYL-N-2-NAPHTHYL-L-PROLINEAMIDE NCC(=O)N[C@@H](C)C(=O)N1[C@@H](CCC1)C(=O)NC1=CC2=CC=CC=C2C=C1